N-((S)-1-(((S)-1-cyano-2-((s)-2-oxopiperidin-3-yl)ethyl)amino)-3-cyclopropyl-1-oxopropan-2-yl)-5-(trifluoromethyl)-1H-pyrrole-2-carboxamide C(#N)[C@H](C[C@H]1C(NCCC1)=O)NC([C@H](CC1CC1)NC(=O)C=1NC(=CC1)C(F)(F)F)=O